1,4-dioxane-2,6-dione O1C(COCC1=O)=O